[C@H]12CNC[C@@H]2C1COC=1C=CC(=NC1)NC=1N=CC2=C(N1)N(C(C(=C2)C2=C(C=CC=C2Cl)Cl)=O)C 2-[[5-[[(1R,5S)-3-azabicyclo[3.1.0]hexan-6-yl]methoxy]-2-pyridyl]amino]-6-(2,6-dichlorophenyl)-8-methyl-pyrido[2,3-d]pyrimidin-7-one